11,12,15-trihydroxyicosa-8,11,13-trienoic acid OC(CC=CCCCCCCC(=O)O)=C(C=CC(CCCCC)O)O